CC1=NN=C(O1)NC(C1=CC=C(C=C1)S(F)(F)(F)(F)F)=O N-(5-methyl-1,3,4-oxadiazol-2-yl)-4-(pentafluoro-λ6-sulfaneyl)benzamide